4-[2-[[(3R,5R)-1-Ethyl-5-hydroxy-3-piperidyl]amino]oxazolo[4,5-b]pyridin-5-yl]-3-hydroxy-5-methyl-benzonitrile C(C)N1C[C@@H](C[C@H](C1)O)NC=1OC=2C(=NC(=CC2)C2=C(C=C(C#N)C=C2C)O)N1